ClC1=NC=CC2=C1NC(=N2)CN2C[C@H](CCC2)C (3S)-1-[(4-chloro-3H-imidazo[4,5-c]pyridin-2-yl)methyl]-3-methylpiperidine